N(=C=O)C1=C(C(=C(C(=C1C)N=C=O)C)N=C=O)C 1,3,5-triisocyanato-2,4,6-trimethylbenzene